magnesium (II) tetrafluoride [F-].[F-].[F-].[F-].[Mg+2].[Mg+2]